O=C1N(C=CC(N1)=O)CC1CCN(CC1)CC1CCN(CC1)C(=O)OC(C)(C)C tert-Butyl 4-((4-((2,4-dioxo-3,4-dihydropyrimidin-1(2H)-yl)methyl)piperidin-1-yl)methyl)piperidine-1-carboxylate